pyrrolotriazinamine N1N=NC(=C2C1=CC=N2)N